methyl 6-bromo-5-fluoro-1H-indazole-4-carboxylate BrC=1C(=C(C=2C=NNC2C1)C(=O)OC)F